BrC1=CC=C(C=C1)C1=CC=C(C=C1)S(F)(F)(F)(F)F 4'-bromo-4-(pentafluorosulfanyl)-1,1'-biphenyl